N1N=C(C=C1)C1=CC=C2C=CC=NC2=C1 7-(1H-pyrazol-3-yl)quinoline